N-(3-(naphthalen-1-yl)prop-2-yn-1-yl)aniline tert-butyl-4-(1-(4-(3-benzyl-1-((1r,4r)-4-(quinazolin-2-ylamino)cyclohexyl)ureido)phenyl)piperidin-4-yl)piperazine-1-carboxylate C(C)(C)(C)OC(=O)N1CCN(CC1)C1CCN(CC1)C1=CC=C(C=C1)N(C(=O)NCC1=CC=CC=C1)C1CCC(CC1)NC1=NC2=CC=CC=C2C=N1.C1(=CC=CC2=CC=CC=C12)C#CCNC1=CC=CC=C1